trimethylsilanol Lithium [Li].C[Si](O)(C)C